4-{3-(cyanomethyl)-3-[4-(1H-pyrrolo[2,3-b]pyridin-4-yl)-1H-pyrazol-1-yl]azetidin-1-yl}-N-[3-(trifluoromethyl)pyridin-4-yl]piperidine-1-carboxamide C(#N)CC1(CN(C1)C1CCN(CC1)C(=O)NC1=C(C=NC=C1)C(F)(F)F)N1N=CC(=C1)C1=C2C(=NC=C1)NC=C2